5-chloro-N1-(3,5-difluorophenyl)-N3-isopropylbenzene-1,3-diamine ClC=1C=C(C=C(C1)NC1=CC(=CC(=C1)F)F)NC(C)C